P(=O)([O-])([O-])[O-].[Fe+3].[Mn+2].[NH4+].P(=O)([O-])([O-])[O-] AMMONIUM MANGANESE FERRIC PHOSPHATE